TRANS-3-{[(5-fluoropyridin-2-yl)oxy]methyl}-2-azabicyclo[3.1.1]heptane FC=1C=CC(=NC1)OCC1NC2CC(C1)C2